C(C)OC(=O)N1C[C@@H]([C@@H](CC1)N)OC (3s,4r)-4-amino-3-methoxypiperidine-1-carboxylic acid ethyl ester